C(CCCCCCCC)(=O)N[C@@H]([C@H](O)C)C(=O)O N-pelargonoyl-threonine